N-benzoyloxy-1-[9-ethyl-6-(2-methylbenzoyl)-9H-carbazole-3-yl]-3-cyclopentylpropane-1-one-2-Imin C(C1=CC=CC=C1)(=O)ON=C(C(=O)C=1C=CC=2N(C3=CC=C(C=C3C2C1)C(C1=C(C=CC=C1)C)=O)CC)CC1CCCC1